1-[(1R,2S)-2-phenylcyclopropyl]-3-[[2-(trifluoromethoxy)pyridin-4-yl]methyl]urea C1(=CC=CC=C1)[C@H]1[C@@H](C1)NC(=O)NCC1=CC(=NC=C1)OC(F)(F)F